(2R)-1-(4-{8-chloro-7-[(7-fluoro-2-methyl-1H-1,3-benzodiazol-6-yl)oxy]quinoxalin-2-yl}-1H-pyrazol-1-yl)propan-2-ol ClC=1C(=CC=C2N=CC(=NC12)C=1C=NN(C1)C[C@@H](C)O)OC=1C=CC2=C(NC(=N2)C)C1F